FC=1C=C(C=CC1F)N1CN=CC2=C1C[C@@H]1CC[C@H]2N1 (5R,8S)-N-(3,4-difluorophenyl)-6,7,8,9-tetrahydro-5H-5,8-epiminocyclohepta[d]pyrimidine